O1CCN(CC1)C(C=O)CC 2-morpholino-1-butanone